C(C)C1C(C1C1=NN(C=C1)C)C(=O)O 2-ethyl-3-(1-methyl-1H-pyrazol-3-yl)cyclopropane-1-carboxylic acid